(rac)-1-methyl-4-[4-methyl-4-(5-methyl-1,3-benzoxazol-2-yl)piperidin-1-yl]-2-oxo-7-[(oxolan-3-yl)oxy]-1,2-dihydroquinoline-3,6-dinitrile CN1C(C(=C(C2=CC(=C(C=C12)O[C@H]1COCC1)C#N)N1CCC(CC1)(C=1OC2=C(N1)C=C(C=C2)C)C)C#N)=O |r|